N[C@H](C=O)[C@@H](O)[C@H](O)[C@H](O)CO 2-Amino-2-deoxy-mannose